2,3-dichloro-5,6-dicyano-1,4-benzoquinoneacetonitrile ClC1(C(C(=C(C(C1Cl)=O)C#N)C#N)=O)CC#N